CS(=O)(=O)OC1=C(C=CC(=C1)F)C1OCCC1 (5-fluoro-2-(tetrahydrofuran-2-yl) phenyl) methanesulfonate